C(C)(C)(C)OC(=O)NCC=1C=C(C=CC1)N1N=C(C=C1C(=O)NC1=C(C=C2CCN(CC2=C1)C(=O)OC(C)(C)C)F)C(F)(F)F tert-butyl 7-(1-(3-((tert-butoxycarbonylamino)methyl)phenyl)-3-(trifluoromethyl)-1H-pyrazole-5-carboxamido)-6-fluoro-3,4-dihydroisoquinoline-2(1H)-carboxylate